(1R,2R)-2-((5-bromo-2-chloropyrimidin-4-yl)amino)-1-methylcyclopentan-1-ol BrC=1C(=NC(=NC1)Cl)N[C@H]1[C@@](CCC1)(O)C